tricarbonyl-chromium C(=O)=[Cr](=C=O)=C=O